BrC=1C(=C(C=CC1)NC1=NC=NC2=CC3=C(C=C12)O[C@@H](CO3)CCN(C)C)F |r| (±)-N-(3-Bromo-2-fluorophenyl)-7-[2-(dimethylamino)ethyl]-7,8-dihydro[1,4]dioxino[2,3-g]quinazolin-4-amine